4-[1-(1-Cyclopentyl-4,4-difluorobutyl)-1H-pyrazol-4-yl]-7H-pyrrolo[2,3-d]-pyrimidine trifluoroacetate Salt FC(C(=O)O)(F)F.C1(CCCC1)C(CCC(F)F)N1N=CC(=C1)C=1C2=C(N=CN1)NC=C2